1-(4-(1,4-dimethyl-1H-pyrazol-5-yl)-5-fluoropyrimidin-2-yl)-N-((2-methylthiazol-5-yl)methyl)piperidine-4-carboxamide CN1N=CC(=C1C1=NC(=NC=C1F)N1CCC(CC1)C(=O)NCC1=CN=C(S1)C)C